benzyl ((3aR,5s,6aS)-2-((3-cyclopropyl-1-methyl-1H-pyrazol-5-yl)sulfonyl)octahydrocyclopenta[c]pyrrol-5-yl)carbamate C1(CC1)C1=NN(C(=C1)S(=O)(=O)N1C[C@@H]2[C@H](C1)CC(C2)NC(OCC2=CC=CC=C2)=O)C